O1C(=NC2=C1C=C(C=C2)N)N Benzo[d]oxazole-2,6-diamine